3-(N-(4-chloro-5-cyano-2-(1-cyclobutylethoxy)phenyl)sulfamoyl)-4-cyclopropylbenzoic acid ClC1=CC(=C(C=C1C#N)NS(=O)(=O)C=1C=C(C(=O)O)C=CC1C1CC1)OC(C)C1CCC1